C1(CC1)C(=O)N1CCN(CC1)C(=O)C=1C=NC2=C(C(=C(C=C2C1N1CCC2(OCCO2)CC1)F)F)F (4-(cyclopropanecarbonyl)piperazin-1-yl)(6,7,8-trifluoro-4-(1,4-dioxa-8-azaspiro[4.5]decan-8-yl)quinolin-3-yl)methanone